FC=1C=CC2=C(C=CS2)C1CN (5-fluorobenzothiophen-4-yl)methanamine